Cl.NC\C=C(\CN1C2=NC=NC(=C2N(C1=O)C)C1=CC(=CC=C1)S(=O)(=O)C)/F (Z)-9-(4-amino-2-fluorobut-2-en-1-yl)-7-methyl-6-(3-(methylsulfonyl)phenyl)-7,9-dihydro-8H-purin-8-one hydrochloride